diazepino[6,7,1-hi]indole-9-carbonitrile N1=CC=CC=2C=CC=C3C=C(N1C23)C#N